tert-Butyl 5-((3-chlorophenyl)sulfonyl)-2,5-diazabicyclo[2.2.1]heptane-2-carboxylate ClC=1C=C(C=CC1)S(=O)(=O)N1C2CN(C(C1)C2)C(=O)OC(C)(C)C